ClC=1C=C(C=C(C1)F)NC(=O)NC1=C(C(=CC(=C1)Cl)Cl)CO 1-(3-chloro-5-fluorophenyl)-3-(3,5-dichloro-2-hydroxymethylphenyl)urea